4-Ethylbenzoic acid [(2R)-3-(1-ethyl-8-oxo-spiro[6,7-dihydro-4H-pyrazolo[3,4-c]azepin-5,4'-tetrahydropyran]-3-yl)-2-methyl-propyl] ester C(C)N1N=C(C2=C1C(NCC1(CCOCC1)C2)=O)C[C@H](COC(C2=CC=C(C=C2)CC)=O)C